FC1(C(C(C(C2(C(C(C(C(C12)(F)F)(F)F)(F)F)(F)F)F)(F)F)(F)F)(F)F)F heptadecafluorodecalin